NC1=NC(=NC(=N1)N)C1=C(C=CC=C1)C1=NC(=NC(=N1)N)N 1,2-bis(2,4-diamino-1,3,5-triazine-6-yl)benzene